2-[2-(aminomethyl)-3,3-difluoro-allyl]-4-[5-[4-(1-ethylpyrazol-4-yl)phenyl]-3-methyl-2-pyridinyl]-1,2,4-triazol-3-one NCC(CN1N=CN(C1=O)C1=NC=C(C=C1C)C1=CC=C(C=C1)C=1C=NN(C1)CC)=C(F)F